NC[C@@H]([C@@H](C)NC(OC(C)(C)C)=O)CC(C)C tert-butyl ((2R,3S)-3-(aminomethyl)-5-methylhexan-2-yl)carbamate